C(C)(C)(C)OC(N=[S@@](=O)(C)C1=NC=CC(=C1)Br)=O.NC1=NC(=C2NC=NC2=N1)SCC(=O)NC1=CC(=C(C=C1)OC)OC 2-((2-amino-7H-purin-6-yl)thio)-N-(3,4-dimethoxyphenyl)acetamide tert-butyl-(R)-((4-bromopyridin-2-yl)(methyl)(oxo)-λ6-sulfaneylidene)carbamate